NC1(CCN(CC1)C1=NC(=C2N=CN(C2=N1)C(C)C)NCC=1C(=NC=CC1)C1=CC=NN1C)C 2-(4-amino-4-methylpiperidin-1-yl)-9-isopropyl-N-((2-(1-methyl-1H-pyrazol-5-yl)pyridin-3-yl)methyl)-9H-purin-6-amine